6-chloro-N-(3-(dimethylamino)propyl)-4-oxo-3-(3,4,5-trimethoxybenzoyl)-4H-chromene-2-carboxamide ClC=1C=C2C(C(=C(OC2=CC1)C(=O)NCCCN(C)C)C(C1=CC(=C(C(=C1)OC)OC)OC)=O)=O